HEX-3-EN-1-YL BENZOATE C(C1=CC=CC=C1)(=O)OCCC=CCC